ClC=1C=CC2=C(OC3=C(C4=C2C=C(C=C4)C4=C(C(=C(C(=C4[2H])[2H])[2H])[2H])[2H])C=C4C=CC=CC4=C3)C1 7-chloro-3-(phenyl-d5)dibenzo[b,d]naphtho[2,3-f]oxepin